CN1C(C2=CC(=CC(=C2C=C1N1CCC(CC1)C)[C@@H](C)NC1=C(C(=O)O)C=CC=C1)C)=O (R)-2-((1-(2,7-dimethyl-3-(4-methylpiperidin-1-yl)-1-oxo-1,2-dihydroisoquinolin-5-yl)ethyl)amino)benzoic acid